hydroxyacetamide trifluoroacetate salt FC(C(=O)O)(F)F.OCC(=O)N